COC(CN(CC[C@@H](C(=O)O)NC=1C2=C(N=CN1)N=CC=C2)CCCCC2=NC=1NCCCC1C=C2)(C)C (S)-4-((2-methoxy-2-methylpropyl)(4-(5,6,7,8-tetrahydro-1,8-naphthyridin-2-yl)butyl)amino)-2-(pyrido[2,3-d]pyrimidin-4-ylamino)butanoic acid